N-methyl-pyrrole-2,5-dicarboxylic acid CN1C(=CC=C1C(=O)O)C(=O)O